(1r,3s)-3-((S)-2-((6-oxo-5-(trifluoromethyl)-1,6-dihydropyrazin-4-yl)amino)propoxy)cyclobutane-1-carboxylic acid O=C1C(N(C=CN1)N[C@H](COC1CC(C1)C(=O)O)C)C(F)(F)F